N-[[2-(3,3,3-trifluoropropyl)cyclopropyl]methyl]benzamide FC(CCC1C(C1)CNC(C1=CC=CC=C1)=O)(F)F